C(C)SC=1OC2=C(C=C(C=C2C(C1)=O)C)\C(\C)=N\S(=O)C(C)(C)C (NE)-N-[1-(2-Ethylsulfanyl-6-methyl-4-oxo-chromen-8-yl)ethylidene]-2-methyl-propane-2-sulfinamide